5-Methyl-6-vinyl-pyridazine-3-carbonitrile CC=1C=C(N=NC1C=C)C#N